[K].B boron hydride potassium salt